N1C(NC=C1)=O 2,3-dihydro-1H-imidazol-2-one